O=C1NC(CCC1N1CC2=CC=C(C=C2C1=O)N1CCN(CC1)CC1CCN(CC1)C1=CC=C(C=C1)\C(=C(\CC)/C1=CC=CC=C1)\C1=CC=C(C=C1)B(O)O)=O (Z)-(4-(1-(4-(4-((4-(2-(2,6-dioxopiperidin-3-yl)-3-oxoisoindolin-5-yl)piperazin-1-yl)methyl)piperidin-1-yl)phenyl)-2-phenylbut-1-en-1-yl)phenyl)boronic acid